ClC=1C=C(C=C(C1)OC)NC(=O)NC1=CC(=NC(=C1)F)F 1-(3-chloro-5-methoxyphenyl)-3-(2,6-difluoropyridin-4-yl)urea